N1CC(C1)C1=CC=C(OC=2C(=NC=CC2)C)C=C1 3-[4-(azetidin-3-yl)phenoxy]-2-methyl-pyridine